FC1(CC(C1)(C1=NN=CN1C)C1=CC(=NC(=C1)NCC)N1CC2=C(C=C(C=C2C1=O)CN(C(OC(C)(C)C)=O)C1(CCC1)C)C(F)(F)F)F tert-butyl ((2-(4-(3,3-difluoro-1-(4-methyl-4H-1,2,4-triazol-3-yl)cyclobutyl)-6-(ethylamino)-pyridin-2-yl)-3-oxo-7-(trifluoromethyl)isoindolin-5-yl)methyl)(1-methylcyclobutyl)carbamate